(1R)-7-chloro-2-methyl-1,2,3,4-tetrahydroisoquinolin ClC1=CC=C2CCN(CC2=C1)C